6-fluoro-N-isopropyl-N-(1,2-oxazol-3-ylmethyl)-1H-indole-2-carboxamide FC1=CC=C2C=C(NC2=C1)C(=O)N(CC1=NOC=C1)C(C)C